2-([2,3'-bipyridin]-6'-yloxy)-N,N-dimethylacetamide N1=C(C=CC=C1)C=1C=NC(=CC1)OCC(=O)N(C)C